2,3-dimethyl-azetidine CC1NCC1C